diphosphonic acid calcium salt [Ca+2].P(=O)([O-])OP(=O)[O-]